diphenylmethylmercaptan C1(=CC=CC=C1)C(C1=CC=CC=C1)S